isobutyl methyl tertiary butyl borate B(OCC(C)C)(OC)OC(C)(C)C